NC1=CC=C(C=N1)N1C(=NC=2C1=NC(=CC2)C2=CC=CC=C2)C=2C(=NC=CC2)N 3-(3-(6-aminopyridin-3-yl)-5-phenyl-3H-imidazo[4,5-b]pyridin-2-yl)pyridin-2-amine